FC=1C(=CC2=C(C(N3[C@@H](CO2)C[C@@H](C3)OC3=CC2=C(OCC(N2)=O)C=C3)=O)C1OC(C)C)C (2S,11aR)-7-Fluoro-6-isopropoxy-8-methyl-2-((3-oxo-3,4-dihydro-2H-benzo[b][1,4]oxazin-6-yl)oxy)-2,3,11,11a-tetrahydro-1H,5H-benzo[f]pyrrolo[2,1-c][1,4]oxazepin-5-one